C(C)C1CCC(CC1)NC(=O)C1CCN(CC1)C(=O)C1=NNC(=C1)C1=CC(=NC=C1)OC N-(4-ethylcyclohexyl)-1-(5-(2-methoxypyridin-4-yl)-1H-pyrazole-3-carbonyl)piperidine-4-carboxamide